Iridium bipyridine N1=C(C=CC=C1)C1=NC=CC=C1.[Ir]